ClC=1C=C(C=CC1)NC1=C2C=CC=NC2=C2C(=N1)C=C(C=C2)C(=O)OCC2=CC=C(C=C2)OC(C)=O 4-Acetoxybenzyl 5-[(3-chlorophenyl)amino]benzo[h][1,6]naphthyridine-8-carboxylate